COC1=C(C=C(C=C1)\C=C/C1=CC(=C(C(=C1)OC)OC)OC)O 2-methoxy-5-[(1Z)-2-(3,4,5-trimethoxyphenyl)vinyl]phenol